2-(5-bromo-2-oxopyrimidin-1(2H)-yl)-N,N-dimethylacetamide BrC=1C=NC(N(C1)CC(=O)N(C)C)=O